FC(N1N=CC(=C1)C=O)(F)F 1-trifluoromethylpyrazol-4-carboxaldehyde